2-(4-(((6-((3,5-dichlorobenzyl)(methyl)amino)-5-fluoropyrimidin-4-yl)amino)methyl)-3-hydroxypiperidin-1-yl)acetamide ClC=1C=C(CN(C2=C(C(=NC=N2)NCC2C(CN(CC2)CC(=O)N)O)F)C)C=C(C1)Cl